OC1CCC2(CC(C2)OC(C2=CC=C(C=C2)[N+](=O)[O-])=O)CC1 7-hydroxy-spiro[3.5]nonan-2-yl-4-nitrobenzoate